[2-amino-4-(trifluoromethoxy)phenyl]-[4-(2-tetrahydropyran-2-yl-3H-imidazo[4,5-b]pyridin-7-yl)-1-piperidyl]methanone NC1=C(C=CC(=C1)OC(F)(F)F)C(=O)N1CCC(CC1)C1=C2C(=NC=C1)NC(=N2)C2OCCCC2